CN1C(C=CC2=C(C=CC=C12)C1=CC=C(C=C1)CCCC)[O-] 1-methyl-5-(4-n-butyl-phenyl)quinolinolate